1,2-dicarbamoyl-sn-glycerol C(N)(=O)OC[C@@H](OC(N)=O)CO